(S)-7-((3S,5R)-4-acryloyl-3,5-dimethylpiperazin-1-yl)-10-(4-fluorophenyl)-3-((trideuteriomethoxy)methyl)-9-(trifluoromethyl)-2H-[1,4]thiazino[2,3,4-ij]quinazolin-5(3H)-one C(C=C)(=O)N1[C@H](CN(C[C@H]1C)C1=NC(N2C3=C(C(=C(C=C13)C(F)(F)F)C1=CC=C(C=C1)F)SC[C@@H]2COC([2H])([2H])[2H])=O)C